NC1=NC=CC(=N1)C1=CC=2C(=NC=CC2S1)N(C(C1=C(C=C(C=C1)C=1N=NN(C1)C)F)=O)[C@H]1CNCCC1 N-[2-(2-aminopyrimidin-4-yl)thieno[3,2-c]pyridin-4-yl]-2-fluoro-4-(1-methyltriazol-4-yl)-N-[(3R)-3-piperidyl]benzamide